C(C)[Si](OC)(OC)N1CC2CCCCC2CC1 ethyl-(perhydroisoquinol-2-yl)dimethoxysilane